(4-Cyclobutoxy-3-fluorophenyl)-6-(1H-tetrazol-5-yl)benzofuran-3-carboxamide C1(CCC1)OC1=C(C=C(C=C1)C=1OC2=C(C1C(=O)N)C=CC(=C2)C2=NN=NN2)F